C(#N)C=1C=CC(=NC1)COC=1C(=CC(=NC1)NC(C)=O)NC1=NC(=NC(=C1)C)C(C)(F)F N-(5-((5-cyanopyridin-2-yl)methoxy)-4-((2-(1,1-difluoroethyl)-6-methylpyrimidin-4-yl)amino)pyridin-2-yl)acetamide